[N-]=C=O.[N-]=C=O.[N-]=C=O.[N-]=C=O.CC=1C(=NOC1)C dimethyl-isoxazol tetraisocyanate